COC1=CC=C(CN2C(C(CCC2=O)N2C(C3=CC=C(C=C3C2)O[C@H]2C[C@@H](N(C2)C(=O)OC(C)(C)C)C)=O)=O)C=C1 tert-butyl (2S,4S)-4-((2-(1-(4-methoxybenzyl)-2,6-dioxopiperidin-3-yl)-1-oxoisoindolin-5-yl)oxy)-2-methylpyrrolidine-1-carboxylate